4-(1-(3-chlorobenzyl)piperidin-4-yl)-1-methyl-2,3-dioxo-1,2,3,4-tetrahydropyrido[2,3-b]pyrazine-6-carbonitrile ClC=1C=C(CN2CCC(CC2)N2C3=C(N(C(C2=O)=O)C)C=CC(=N3)C#N)C=CC1